ClC=1C=C2C(=NC1)C(C(N2)=O)(C)C2=C(C=CC(=C2)Cl)OC 6-chloro-3-(5-chloro-2-methoxyphenyl)-3-methyl-1H-pyrrolo[3,2-b]pyridin-2(3H)-one